2-fluoro-4-methyl-5-(1,3,5-triazin-2-yl)aniline FC1=C(N)C=C(C(=C1)C)C1=NC=NC=N1